3-methyl-1H-pyrazolo[4,3-b]Pyridine CC1=NNC=2C1=NC=CC2